2-chloro-3,3-difluoropropene ClC(=C)C(F)F